C(C)N1NC(C2=CC=C(C=C12)NC1=NC=C(C(=N1)N[C@H](CO)C1=CC=CC=C1)C1=NC(=NO1)C1=CC=NC=C1)=O (S)-1-ethyl-6-((4-((2-hydroxy-1-phenylethyl)amino)-5-(3-(pyridin-4-yl)-1,2,4-oxadiazol-5-yl)pyrimidin-2-yl)amino)-1,2-dihydro-3H-indazol-3-one